(7-methyl-[1,2,4]triazolo[1,5-a]pyridin-6-yl)-9-(tetrahydro-2H-pyran-4-yl)-9H-imidazo[2,1-f]purin-2-amine CC1=CC=2N(C=C1C=1C=3N4C(N(C3N=C(N1)N)C1CCOCC1)=NC=C4)N=CN2